CN1N=CC2=CC=C(C=C12)C(N1CCC2(CC1)COC1=C3CN(C(C3=CC=C12)=O)[C@@H]1C(NC(CC1)=O)=O)([2H])[2H] (S)-3-(1'-((1-methyl-1H-indazol-6-yl)methyl-d2)-6-oxo-6,8-dihydro-2H,7H-spiro[furo[2,3-e]isoindol-3,4'-piperidin]-7-yl)piperidine-2,6-dione